C(C)N1N=C(C=C1NC(C)=O)C N-(1-ethyl-3-methyl-1H-pyrazol-5-yl)acetamide